(2r,5s)-2-(1-(4-bromophenyl)-3-(4-fluorophenyl)-1H-pyrazol-4-yl)-3-(4-methoxyphenylethyl)-5-methyl-oxazolidin-4-one BrC1=CC=C(C=C1)N1N=C(C(=C1)[C@H]1O[C@H](C(N1CCC1=CC=C(C=C1)OC)=O)C)C1=CC=C(C=C1)F